C(C)(C)(C)OC(=O)N1CC(N(CC1)C=1C=NC(=CC1)[N+](=O)[O-])=O 4-(6-nitro-3-pyridinyl)-3-oxo-piperazine-1-carboxylic acid tert-butyl ester